Allyl 5-(1-(diethoxyphosphoryl)-1-fluoroethyl)benzo[b]thiophene-2-carboxylate C(C)OP(=O)(OCC)C(C)(F)C1=CC2=C(SC(=C2)C(=O)OCC=C)C=C1